tert-butyl N-[6-fluoro-5-[4-(6-methoxyimidazo[1,2-a]pyridin-2-yl)phenyl]pyridin-2-yl]-carbamate FC1=C(C=CC(=N1)NC(OC(C)(C)C)=O)C1=CC=C(C=C1)C=1N=C2N(C=C(C=C2)OC)C1